N-[1-cyclooctyl-2-[4-(3,5-dimethyl-1H-pyrazol-4-yl)anilino]-2-oxo-ethyl]-2-(3-hydroxybutyl)pyrazole-3-carboxamide C1(CCCCCCC1)C(C(=O)NC1=CC=C(C=C1)C=1C(=NNC1C)C)NC(=O)C=1N(N=CC1)CCC(C)O